C[Si]1(CCC(CC1)NC(=O)C1=CC=2C(=CN=C(C2F)C(F)(F)F)N1)C N-(1,1-dimethylsilinan-4-yl)-4-fluoro-5-(trifluoromethyl)-1H-pyrrolo[2,3-c]pyridine-2-carboxamide